1-(3-(1H-tetrazol-5-yl)propyl)-N-(6-chloro-4-methoxypyridin-3-yl)-3-(2-isopropylphenyl)azetidine-3-carboxamide N1N=NN=C1CCCN1CC(C1)(C(=O)NC=1C=NC(=CC1OC)Cl)C1=C(C=CC=C1)C(C)C